ClC1(C(N=C2N(C1=O)C=C(N=C2C2=C(C=C(C=C2)F)F)N2C[C@H](O[C@@H](C2)C)C=2C=NN(C2)C2CC2)C)C 3-chloro-7-((2R,6R)-2-(1-cyclopropyl-1H-pyrazol-4-yl)-6-methylmorpholino)-9-(2,4-difluorophenyl)-2,3-dimethyl-4H-pyrazino[1,2-a]pyrimidin-4-one